(2R)-2-hydroxy-3-[5-(trifluoromethyl) pyridin-2-yl]Benzyl propionate C(CC)(=O)OCC1=C(C(=CC=C1)C1=NC=C(C=C1)C(F)(F)F)O